1-(3-methylaminopropyl)-2,3-dicyclohexylguanidine CNCCCNC(=NC1CCCCC1)NC1CCCCC1